BrC1=C2CN(C(NC2=CC(=C1)C(C)(F)F)=O)C 5-Bromo-7-(1,1-difluoroethyl)-3-methyl-3,4-dihydroquinazolin-2(1H)-one